S1N=NC2=C1C(=CC=C2)C2=CC=C(C=C2)N2CCN(CC2)C(=O)NC=2N=C(SC2)C#C 4-(4-(Benzo[d][1,2,3]thiadiazol-7-yl)phenyl)-N-(2-ethynylthiazol-4-yl)piperazine-1-carboxamide